8-methylnonyl 3-((4-((2-(dimethylamino)ethyl)amino)-3-(2-octyldodecanamido)-4-oxobutyl)thio)propanoate CN(CCNC(C(CCSCCC(=O)OCCCCCCCC(C)C)NC(C(CCCCCCCCCC)CCCCCCCC)=O)=O)C